OCCS(=O)(=O)NC=1SC=C(N1)C(=O)NCC1=NNC(=C1)C1=CC=CC=C1 2-(2-hydroxyethylsulfonylamino)-N-((5-phenyl-1H-pyrazol-3-yl)methyl)thiazole-4-carboxamide